C1(=CC=CC=C1)N(C1=NC=CC2=CC=CC=C12)C1=CC=CC=C1 N,N-diphenylisoquinolin-1-amine